spiro[1,4,7,10,13,16,19,23,26,29,32-undecazabicyclo[32.3.0]heptatriacontane-31,1'-cyclopentane]-2,5,8,11,14,17,20,24,27,30,33-undecone C12(CCCC1)C(NCC(NCC(NCCC(NCC(NCC(NCC(NCC(NCC(NCC(N1CCCC1C(N2)=O)=O)=O)=O)=O)=O)=O)=O)=O)=O)=O